(4-(trifluoromethoxy)phenyl)oxazole-5-carbaldehyde FC(OC1=CC=C(C=C1)C=1OC(=CN1)C=O)(F)F